N(=[N+]=[N-])CCCCC=1OCCN1 2-(azidobutyl)-4,5-dihydro-1,3-oxazole